NC=1C=C(CN(CC2=C(C=C(C=C2)OC)OC)CC2=C(C=CC(=N2)NC(OC(C)(C)C)=O)F)C=C(C1OC)C1=NN(C=N1)C Tert-butyl (6-(((3-amino-4-methoxy-5-(1-methyl-1H-1,2,4-triazol-3-yl)benzyl)(2,4-dimethoxybenzyl)amino)methyl)-5-fluoropyridin-2-yl)carbamate